2-({6-[(1S)-1-amino-2,2,2-trifluoroethyl]pyridin-2-yl}carbamoyl)-5-(trifluoromethyl)benzoic acid N[C@H](C(F)(F)F)C1=CC=CC(=N1)NC(=O)C1=C(C(=O)O)C=C(C=C1)C(F)(F)F